FC=1C=2OCC(N3CCC(C(=CC1F)C32)=O)C 6,7-difluoro-2-methyl-4-oxa-1-azatricyclo[7.3.1.05,13]trideca-5(13),6,8-trien-10-one